vinyl-di(methoxy)phenylsilane C(=C)[Si](C1=CC=CC=C1)(OC)OC